8-bromo-4,5-dihydro-1,4-benzothiazepin-3-one BrC1=CC2=C(CNC(CS2)=O)C=C1